((4R,5S)-5-(hydroxymethyl)-2,2-dimethyl-1,3-dioxolan-4-yl)methanol OC[C@H]1[C@H](OC(O1)(C)C)CO